C(CN(CCN)/[N+](=N/O)/[O-])N 3,3-Bis(aminoethyl)-1-hydroxy-2-oxo-1-triazene